Allyl-((S)-2-((((9H-fluoren-9-yl)methoxy)carbonyl)amino)-6-diazo-5-oxohexanoyl)-L-phenylalanylglycinate C(C=C)N([C@@H](CC1=CC=CC=C1)C(=O)NCC(=O)[O-])C([C@H](CCC(C=[N+]=[N-])=O)NC(=O)OCC1C2=CC=CC=C2C=2C=CC=CC12)=O